C12CN(CC2C1)C=1C=C(C(=O)O)C=C(C1C(NS(=O)(=O)C1(CC1)C)=O)Cl 3-(3-azabicyclo[3.1.0]hexan-3-yl)-5-chloro-4-(((1-methylcyclopropyl)sulfonyl)carbamoyl)benzoic acid